COC1C(CN(CC1)C(=O)OC(C)(C)C)C(=O)OC 1-tert-butyl 3-methyl 4-methoxypiperidine-1,3-dicarboxylate